3-(((tert-butyl dimethyl silyl)oxy)methyl)oxirane-2-carboxylate [Si](C)(C)(C(C)(C)C)OCC1C(O1)C(=O)[O-]